anti-cysteine aspartate N[C@@H](CC(=O)O)C(=O)O.N[C@@H](CS)C(=O)O